N-(2,6-dichloro-3-hydroxyphenyl)-4-methoxy-2-((3-methyl-4-(1-methylpiperidin-4-yl)phenyl)amino)pyrimidine-5-carboxamide ClC1=C(C(=CC=C1O)Cl)NC(=O)C=1C(=NC(=NC1)NC1=CC(=C(C=C1)C1CCN(CC1)C)C)OC